4-((1r,3r)-3-aminocyclobutoxy)-2-(trifluoromethyl)benzonitrile hydrochloride Cl.NC1CC(C1)OC1=CC(=C(C#N)C=C1)C(F)(F)F